FC(C(=O)O)(F)F.O1C(NC2=C1C=CC(=C2)C2(NC(=NC=C2F)NC2=CC=C(C=C2)OC(F)(F)F)N)=O 4-(benzoxazolin-2-one-5-yl)-N2-(4-trifluoromethoxyphenyl)-5-fluoropyrimidine-2,4-diamine trifluoroacetate